(S)-methyl 2-(2-(3-(5-((dicyclopropylmethyl)carbamoyl)-1-(2-hydroxy-2-methylpropyl)-1H-pyrazol-3-yl)phenyl)oxazole-5-carboxamido)-3-methylbutanoate C1(CC1)C(C1CC1)NC(=O)C1=CC(=NN1CC(C)(C)O)C=1C=C(C=CC1)C=1OC(=CN1)C(=O)N[C@H](C(=O)OC)C(C)C